(2S,3S)-3-(4-fluoro-2-methylphenyl)-4-methylpentan-2-yl L-alaninate N[C@@H](C)C(=O)O[C@@H](C)[C@@H](C(C)C)C1=C(C=C(C=C1)F)C